O=C1N(CCC1)C1=CC=C(C=C1)C=1C=C(C=NC1)C1=C2C(=NC=C1)NC(=C2)C(=O)OCC ethyl 4-(5-(4-(2-oxopyrrolidin-1-yl) phenyl) pyridin-3-yl)-1H-pyrrolo[2,3-b]pyridine-2-carboxylate